(2-(2-methoxy-7-methylquinoxalin-5-yl)-4-methyl-7,8-dihydro-[1,4]dioxino[2',3':3,4]benzo[1,2-d]thiazol-7-yl)methyl (3-methyl-3H-imidazo[4,5-b]pyridin-6-yl)carbamate CN1C=NC=2C1=NC=C(C2)NC(OCC2OC1=C(C3=C(N=C(S3)C3=C4N=CC(=NC4=CC(=C3)C)OC)C(=C1)C)OC2)=O